C(C)C1C(CCCC1CC)O 2,3-diethylcyclohexanol